CN1N=C2C(=C1C)SC(=C2)C=O (2,3-dimethyl-2H-thieno[3,2-c]pyrazol-5-yl)methanone